(S)-(R)-3-(3,4-dimethoxyphenyl)-1-(3-hydroxyphenyl)propyl 1-((S)-2-cyclohexyl-2-(4-(2-hydroxy-ethoxy)-3,5-dimethoxyphenyl)acetyl)piperidine-2-carboxylate C1(CCCCC1)[C@H](C(=O)N1[C@H](CCCC1)C(=O)O[C@@H](CCC1=CC(=C(C=C1)OC)OC)C1=CC(=CC=C1)O)C1=CC(=C(C(=C1)OC)OCCO)OC